((8-((2-methyl-[1,1'-biphenyl]-3-yl)amino)-1,7-naphthyridin-3-yl)methyl)proline CC1=C(C=CC=C1NC=1N=CC=C2C=C(C=NC12)CN1[C@@H](CCC1)C(=O)O)C1=CC=CC=C1